(R)-3-(3-chloro-4-fluorophenyl)-1-methyl-1-(1-(1-oxo-1,2-dihydroisoquinolin-4-yl)ethyl)urea ClC=1C=C(C=CC1F)NC(N([C@H](C)C1=CNC(C2=CC=CC=C12)=O)C)=O